BrC1=CC=C2C(N(C=NC2=C1)C1CCN(CC1)C)=O 7-bromo-3-(1-methylpiperidin-4-yl)quinazoline-4(3H)-one